(S)-5-(amino(cyclopentyl)methyl)thiophene-3-carboxamidine N[C@H](C1=CC(=CS1)C(=N)N)C1CCCC1